2,4-bis(dibenzo[b,d]furan-4-yl)-6-(3-(triphenylsilyl)phenyl)-1,3,5-triazine C1=CC=C(C=2OC3=C(C21)C=CC=C3)C3=NC(=NC(=N3)C3=CC=CC2=C3OC3=C2C=CC=C3)C3=CC(=CC=C3)[Si](C3=CC=CC=C3)(C3=CC=CC=C3)C3=CC=CC=C3